10-bromopyrido[3',2':5,6]pyrimido[1,2-a]indole BrC1=CC=C2C=C3N(C2=C1)C1=C(C=N3)C=CC=N1